BrCC1(CC1)S(=O)(=O)C(C)(C)C1OC(OC1)(C)C 4-(2-((1-(Bromomethyl)cyclopropyl)sulfonyl)propan-2-yl)-2,2-dimethyl-1,3-dioxolane